ethyl 5-(2-(4,5-dichloroindoline-1-carboxamido)ethyl)isoxazole-3-carboxylate ClC1=C2CCN(C2=CC=C1Cl)C(=O)NCCC1=CC(=NO1)C(=O)OCC